4-isopropyl-N-(3-((4-methylpiperazin-1-yl)methyl)-5-(trifluoromethyl)phenyl)benzamide C(C)(C)C1=CC=C(C(=O)NC2=CC(=CC(=C2)C(F)(F)F)CN2CCN(CC2)C)C=C1